NC1=NC=2C=C(C(=CC2C2=C1COC2)C(=O)N(CC=2N=NC(=CC2)C(F)(F)F)C(C)C)F 4-amino-7-fluoro-N-(2-propanyl)-N-((6-(trifluoromethyl)-3-pyridazinyl)methyl)-1,3-dihydrofuro[3,4-c]quinoline-8-carboxamide